C1=CC=CC=2C3=CC=CC=C3C3(C12)C1=CC=CC=C1N(C=1C=CC=CC13)C1=CC(=CC=C1)N1C=3C=CC=CC3C3(C2=CC=CC=C2C=2C=CC=CC32)C3=CC=CC=C13 1,3-bis(10H-spiro[acridine-9,9'-fluorene]-10-yl)benzene